C1=NC(=C2C(=N1)N(C=N2)CCOCP(=O)(O)O)N 9-(2-Phosphonylmethoxyethyl)adenine